amino-methyl methacrylate C(C(=C)C)(=O)OCN